tert-butyl (3-(2-bromo-5-nitrophenyl)prop-2-yn-1-yl)carbamate BrC1=C(C=C(C=C1)[N+](=O)[O-])C#CCNC(OC(C)(C)C)=O